N1=CC=C(C2=C1NC1=C(O2)C=CC=C1)OC1=C(C=C(C=C1)NC(=O)C1=CN(C=C(C1=O)C1=CC(=C(C(=C1)F)F)F)C(C)C)F N-(4-((10H-benzo[b]pyrido[2,3-e][1,4]oxazin-4-yl)oxy)-3-fluorophenyl)-1-isopropyl-4-oxo-5-(3,4,5-trifluorophenyl)-1,4-dihydropyridine-3-carboxamide